1-(4-(2,3-Dimethylphenyl)-4-fluoropiperidin-1-yl)-2-(3-(4-hydroxypiperidin-1-carbonyl)-5,6-dihydrocyclopenta[c]pyrazol-1(4H)-yl)ethanon CC1=C(C=CC=C1C)C1(CCN(CC1)C(CN1N=C(C2=C1CCC2)C(=O)N2CCC(CC2)O)=O)F